tert-butyl (2-(3-((1R,3R)-2-(2,2-difluoro-3-hydroxypropyl)-3-methyl-2,3,4,9-tetrahydro-1H-pyrido[3,4-b]indol-1-yl)-2,4-difluorophenoxy)ethyl)(3-fluoropropyl)carbamate FC(CN1[C@@H](C=2NC3=CC=CC=C3C2C[C@H]1C)C=1C(=C(OCCN(C(OC(C)(C)C)=O)CCCF)C=CC1F)F)(CO)F